diethoxymethyl-vinyl-silane methyl-(1R,2S,5S)-3-[(2S)-2-(tert-butoxycarbonylamino)-3,3-dimethyl-butanoyl]-6,6-dimethyl-3-azabicyclo[3.1.0]hexane-2-carboxylate COC(=O)[C@@H]1[C@H]2C([C@H]2CN1C([C@H](C(C)(C)C)NC(=O)OC(C)(C)C)=O)(C)C.C(C)OC(OCC)[SiH2]C=C